CC1=CC=C(C=C1)SOP(OSC1=CC=C(C=C1)C)(=O)C1=CC=C(C=C1)C 4-methyl-phenyl-phosphonic acid di(4-methyl phenyl thio) ester